2-Methyl-1-hexen-5-yn-3-ol CC(=C)C(CC#C)O